3-Azidopropyl diisopropyl phosphate P(=O)(OCCCN=[N+]=[N-])(OC(C)C)OC(C)C